(3E)-3-[2-(dimethylamino)ethylidene]-1-{4-[(3-methyl-4-{[1,2,4]triazolo[1,5-a]pyridin-7-yloxy}phenyl)amino]pyrido[3,4-d]pyrimidin-6-yl}pyrrolidin-2-one CN(C\C=C/1\C(N(CC1)C1=CC2=C(N=CN=C2NC2=CC(=C(C=C2)OC2=CC=3N(C=C2)N=CN3)C)C=N1)=O)C